7-((3-Cyanobenzyl)oxy)-3,4-dihydroisoquinoline-2(1H)-carboxylic acid tert-butyl ester C(C)(C)(C)OC(=O)N1CC2=CC(=CC=C2CC1)OCC1=CC(=CC=C1)C#N